5-(6-((3-ethyl-2-oxo-1,2-dihydropyrido[3,4-b]pyrazin-7-yl)methyl)-2,6-diazaspiro[3.3]heptan-2-yl)-6-fluoro-N-methylpicolinamide C(C)C=1C(NC2=C(N1)C=NC(=C2)CN2CC1(CN(C1)C=1C=CC(=NC1F)C(=O)NC)C2)=O